N1(C=NC2=C1C=CC=C2)CC2N(CCC2)C2=NC(=CC(N2)=O)N2CCOCC2 2-(2-((1H-benzo[d]imidazol-1-yl)methyl)pyrrolidin-1-yl)-6-morpholinopyrimidin-4(3H)-one